C(CCCCCCCCCCCCCCC)(=O)OCCCCCCCC\C=C/CCCC myristoleyl palmitate